BrC1=C2C(C(NC2=CC=C1)=O)C(OC)OC 4-Bromo-3-(dimethoxymethyl)indolin-2-one